C(=O)(OC(C)(C)C)N[C@@H]([C@@H](C)CC)CO boc-isoleucinol